COC(NCCSSC1=NC=CC=C1)=O methyl(2-(pyridin-2-yldisulfaneyl)ethyl)carbamate